C(C(=O)[O-])(=O)[O-].[NH4+].[NH4+] Di-ammonium Oxalate